3-((4-(1-(cyclohex-1-en-1-yl)-1H-pyrazol-3-yl)-5-fluoropyrimidin-2-yl)amino)cyclohexane-1-carboxamide C1(=CCCCC1)N1N=C(C=C1)C1=NC(=NC=C1F)NC1CC(CCC1)C(=O)N